C(CCC)OC(CC1=CC(=C(C=C1)O)OC)=O butyl-2-(4-hydroxy-3-methoxy-phenyl)acetate